tert-butyl 4-[(3-aminocyclobutyl)methyl]piperidine-1-carboxylate NC1CC(C1)CC1CCN(CC1)C(=O)OC(C)(C)C